C(C)OC(=O)C=1N=CSC1NC1=NN(C=C1Br)C 5-((4-bromo-1-methyl-1H-pyrazol-3-yl)amino)thiazole-4-carboxylic acid ethyl ester